O1COC2=C1C=CC(=C2)N(C(C2=CC(=CC=C2)N2N=C(C=1CCCCC21)C(C)C)=O)C N-(1,3-benzodioxol-5-yl)-3-(3-isopropyl-4,5,6,7-tetrahydroindazol-1-yl)-N-methyl-benzamide